2-(2-isopropyl-5-methylcyclohexyl)-2-(3-isopropyl-4-methylpentyl)-1,3-dimethoxypropane C(C)(C)C1C(CC(CC1)C)C(COC)(COC)CCC(C(C)C)C(C)C